NCCCCCCNC(=O)C1=C(C=C(C=C1)NC(=O)C=1N(C(=CN1)C1=C(C(=C(C=C1)OC)F)F)C)Cl N-[4-(6-Aminohexylcarbamoyl)-3-chlorophenyl]-5-(2,3-difluoro-4-methoxyphenyl)-1-methylimidazol-2-carboxamid